FC1=CC=C(C=C1)C=O 4-fluorobenzene-1-carboxaldehyde